6-chloro-4-{3,8-diazabicyclo[3.2.1]oct-3-yl}-8-fluoro-7-(3-fluoro-2-methylphenyl)-2-{[(2S)-1-methylpyrrolidin-2-yl]methoxy}quinazoline ClC=1C=C2C(=NC(=NC2=C(C1C1=C(C(=CC=C1)F)C)F)OC[C@H]1N(CCC1)C)N1CC2CCC(C1)N2